N-((3S,4S)-3-fluorotetrahydro-2H-pyran-4-yl)-5-isopropoxy-[1,2,4]triazolo[1,5-a]pyrazin-2-amine F[C@@H]1COCC[C@@H]1NC1=NN2C(C=NC=C2OC(C)C)=N1